NC1=NC=NN2C1=C(C=C2C=2C=CC(=C(C(=O)N[C@@H]1CN(C[C@@H]1F)C(CC(C)C)=O)C2)Cl)CN2CCC(CC2)(F)F 5-{4-amino-5-[(4,4-difluoropiperidin-1-yl)methyl]pyrrolo[2,1-f][1,2,4]triazin-7-yl}-2-chloro-N-[(3R,4S)-4-fluoro-1-(3-methylbutanoyl)pyrrolidin-3-yl]benzamide